C(C)(C)(C)OC(CC(COCC1=CC=CC=C1)OC)=O 4-(benzyloxy)-3-methoxybutyric acid tert-butyl ester